O[C@@H]1C[C@@H]2N(C([C@H](C[C@H]1C)NC(OC(C)(C)C)=O)=O)[C@@H](CC2)C(=O)N2C[C@H](CC2)C2=CC=CC=C2 |o1:26| tert-butyl ((3S,6S,8R,9R,10aR)-9-hydroxy-8-methyl-5-oxo-3-((R)- or (S)-3-phenylpyrrolidine-1-carbonyl)decahydropyrrolo[1,2-a]azocin-6-yl)carbamate